Trimethylsilyl-(Methyllithium) C[Si](C)(C)C[Li]